N-allyl-4-methyl-N-(phenylethynyl)benzenesulfonamide C(C=C)N(S(=O)(=O)C1=CC=C(C=C1)C)C#CC1=CC=CC=C1